ClC1=CC(=C(C(=C1)C)C1=CC(=C(C(=C1)C)F)[C@H](CC(=O)OCC)NC([C@H](CC(C)C)NC(=O)C1=NC(=CC=C1)F)=O)C ethyl (3S)-3-{4'-chloro-4-fluoro-2',5,6'-trimethyl-[1,1'-biphenyl]-3-yl}-3-[(2S)-2-[(6-fluoropyridin-2-yl)formamido]-4-methylpentanamido]propanoate